1H-benzo[d]imidazol-2-amine succinate C(CCC(=O)O)(=O)O.N1C(=NC2=C1C=CC=C2)N